1-hexyl-methyl-dimethoxysilane C(CCCCC)C[SiH](OC)OC